FC=1C2=C(C=NC1)C(=NN2)C2=CC=C(C=C2)OC2=C(C(=CC=C2)OC)F 7-fluoro-3-(4-(2-fluoro-3-methoxyphenoxy)phenyl)-1H-pyrazolo[4,3-c]pyridine